C(C)(C)(C)N1N=CC(=C1)NC(CC1=C(C=C(C(=C1)C)O)F)=O N-(1-(tert-butyl)-1H-pyrazol-4-yl)-2-(2-fluoro-4-hydroxy-5-methylphenyl)acetamide